stearoyl lactyllactate C(C(O)C)(=O)C(C(=O)OC(CCCCCCCCCCCCCCCCC)=O)(O)C